O1C[C@H](CC1)OC1=CC=C2C=NC=NC2=C1 7-[(S)-(tetrahydrofuran-3-yl)oxy]-quinazoline